CC(C(C1=CC(=CC=C1)C)=NN=CNN=C(C(C)C)C1=CC(=CC=C1)C)C N'-(2-methyl-1-(3-methylphenyl)-propylidene)formhydrazide (2-methyl-1-(3-methylphenyl)-propylidene)hydrazone